N[C@@H]1[C@H](CN(CC1)C1=NN2C(S1)=NC=C2C2=C(C=C(C=C2)F)OC)O (3S,4S)-4-amino-1-(5-(4-fluoro-2-methoxyphenyl)imidazo[2,1-b][1,3,4]thiadiazol-2-yl)piperidin-3-ol